C(C)NC[C@H]1C(N(CCN(C1)C)C1=CC(=CC=C1)O[C@@H](CCNC)C1=CC=CC=C1)=O (R)-6-((ethylamino)methyl)-1-methyl-4-(3-((S)-3-(methylamino)-1-phenylpropoxy)phenyl)-1,4-diazepan-5-one